COC(=O)C1=[N+](C(=CC=C1)C(F)(F)F)[O-] 2-(methoxycarbonyl)-6-(trifluoro-methyl)pyridine 1-oxide